(+/-)-N7-Methyl-N5-(oxetan-3-yl)-3-phenyl-2,3-dihydrobenzofuran-5,7-dicarboxamide CNC(=O)C1=CC(=CC=2[C@H](COC21)C2=CC=CC=C2)C(=O)NC2COC2 |r|